FC1=CC=C(CC2=NC(=NN2)C(=O)N[C@@H]2C(N(C3=C(OC2)C=CC(=C3)N3CCOCCC3)C)=O)C=C1 (S)-5-(4-fluorobenzyl)-N-(5-methyl-7-(1,4-oxazepan-4-yl)-4-oxo-2,3,4,5-tetrahydrobenzo[b][1,4]oxazepin-3-yl)-1H-1,2,4-triazole-3-carboxamide